C(CCCCCCCCCCC)O[Si](OCCCCCCCCCCCC)(O)O.C(CCCCCCCCCCC)[Sn](CCCC)(CCCC)CCCCCCCCCCCC dilauryl-dibutyl-tin dilauryl-silicate